5-methyl-1,9-nonanediamine CC(CCCCN)CCCCN